ClC1=CC=C(S1)CC1=NN(C(=C1C1CCC1)NC(CC1CC(C1)(F)F)=O)C N-(3-((5-chlorothiophen-2-yl)methyl)-4-cyclobutyl-1-methyl-1H-pyrazol-5-yl)-2-(3,3-difluorocyclobutyl)acetamide